ClC1=C(C#N)C(=CC(=C1)F)C(Br)Br 2-chloro-6-(dibromomethyl)-4-fluorobenzonitrile